2-(4,4,5,5-tetramethyl-1,3,2-dioxaborolanyl)-8-(trifluoromethoxy)dibenzo[b,f][1,4]oxazepin CC1(OB(OC1(C)C)C=1C=CC2=C(C=NC3=C(O2)C=CC(=C3)OC(F)(F)F)C1)C